O1[C@@H](COCC1)CN1C[C@](N(CC1)C1=NN(C(=C1C1=C2C=NNC2=CC(=C1Cl)C)C)C1CC2(CN(C2)C(C=C)=O)C1)(C)CC 1-(6-(3-((S)-4-(((R)-1,4-dioxan-2-yl)methyl)-2-ethyl-2-methylpiperazin-1-yl)-4-(5-chloro-6-methyl-1H-indazol-4-yl)-5-methyl-1H-pyrazol-1-yl)-2-azaspiro[3.3]heptan-2-yl)prop-2-en-1-one